BrC1=C(C(=O)[C@@]2(C[C@H](N(C2)C(=O)OC(C)(C)C)C(=O)OC)C(=O)OC)C=CC=C1 1-(t-butyl) 2,4-dimethyl (2S,4S)-4-(2-bromobenzoyl)pyrrolidine-1,2,4-tricarboxylate